C12CNCC(CC1)N2C(=O)OC(C)(C)C tertbutyl 3,8-diazabicyclo[3.2.1]octane-8-carboxylate